((R)-6-(4-chlorophenyl)-3-hydroxy-3-methyl-2-(1-methyl-1H-pyrazol-4-yl)-2,3-dihydropyridazin-4-yl)((S)-2-(hydroxymethyl)pyrrolidin-1-yl)methanone ClC1=CC=C(C=C1)C=1C=C([C@@](N(N1)C=1C=NN(C1)C)(C)O)C(=O)N1[C@@H](CCC1)CO